C1(CCCC1)C=1OC2=C(N1)C(=CC=C2C=2C=CC=CC2)OC 3-(2-cyclopentyl-4-methoxybenzo[d]oxazol-7-yl)benzene